1-{[(2s,4r)-4-fluoro-4-(fluoromethyl)-5-oxopyrrolidin-2-yl]methoxy}-7-methoxyisoquinoline-6-carboxamide F[C@@]1(C[C@H](NC1=O)COC1=NC=CC2=CC(=C(C=C12)OC)C(=O)N)CF